ClC1=NC=2N(C(=C1C1=C(C=C(/C=C/C3[C@@H]4CN(C[C@H]34)C(=O)OC(C)(C)C)C=C1F)F)N[C@H](C)C1CCC1)N=CN2 tert-butyl (1R,5S,6s)-6-((E)-4-(5-chloro-7-(((R)-1-cyclobutylethyl) amino)-[1,2,4]triazolo[1,5-a]pyrimidin-6-yl)-3,5-difluorostyryl)-3-azabicyclo[3.1.0]hexane-3-carboxylate